C(C=CCCCCCCCCC)(=O)[O-].[Na+].C(C)N(C(CC)=O)C=1C=C(C=CC1)C N-ethyl-N-(m-tolyl)propionamide sodium dodecenate